6,9-Dibromo-1,2-bis[4-(tert-butyl)phenyl]-1H-phenanthro[9,10-d]imidazole BrC=1C=CC2=C(C1)C1=CC(=CC=C1C=1N(C(=NC12)C1=CC=C(C=C1)C(C)(C)C)C1=CC=C(C=C1)C(C)(C)C)Br